CC=1N(C(=CC1)C)C=1C=C(C=CC1)[C@H](CC(=O)OCC)NC(=O)NC=1C(N(C=C(C1O)C)C)=O Ethyl (S)-3-(3-(2,5-Dimethyl-1H-pyrrol-1-yl)phenyl)-3-(3-(4-hydroxy-1,5-dimethyl-2-oxo-1,2-dihydropyridin-3-yl)ureido)propanoat